(6,7-dichloro-1,3,4,5-tetrahydro-2H-pyrido[4,3-b]indol-2-yl)(1-methyl-1H-imidazol-2-yl)methanone ClC1=C(C=CC=2C3=C(NC12)CCN(C3)C(=O)C=3N(C=CN3)C)Cl